N-[(dimethylamino)(3H-[1,2,3]triazolo[4,5-b]pyridin-3-yloxy)methylidene]-N-methylmethanaminium hexafluorophosphate F[P-](F)(F)(F)(F)F.CN(C)C(=[N+](C)C)ON1N=NC=2C1=NC=CC2